BrC1=CC=C(C=C1)\C=C/C(=O)OC1=C(C=C(C=C1)OC)C1SCCCS1 (Z)-2-(1,3-dithian-2-yl)-4-methoxy-phenyl 3-(4-bromo-phenyl)-acrylate